2-chloro-6-iodo-1,4-benzoquinone ClC=1C(C(=CC(C1)=O)I)=O